(5-cyano-1-(4-sulfamoylphenethyl)-1H-benzo[d]imidazol-2-yl)-1-ethyl-3-methyl-1H-pyrazole-5-carboxamide C(#N)C1=CC2=C(N(C(=N2)C=2C(=NN(C2C(=O)N)CC)C)CCC2=CC=C(C=C2)S(N)(=O)=O)C=C1